(3R,4R)-4-(4-(4-(1-(pentan-3-yl)-1H-pyrazol-4-yl)pyrazolo[1,5-a]pyrazin-6-yl)-1H-pyrazol-1-yl)piperidin-3-ol CCC(CC)N1N=CC(=C1)C=1C=2N(C=C(N1)C=1C=NN(C1)[C@H]1[C@@H](CNCC1)O)N=CC2